[2-(3-cyclohexenyl)ethyl]Triethoxysilane C1(CC=CCC1)CC[Si](OCC)(OCC)OCC